O1C=NC=C1C1=CC=C2C(=CN(C2=C1)S(=O)(=O)C1=CC=CC=C1)C1=NC(=NC=C1C(F)(F)F)N[C@@H]1CN(CCC1)C(=O)OC(C)(C)C (S)-tert-butyl 3-((4-(6-(oxazol-5-yl)-1-(phenylsulfonyl)-1H-indol-3-yl)-5-(trifluoromethyl)pyrimidin-2-yl)amino)piperidine-1-carboxylate